5-(tert-butyl)-N-(4-(6-ethynylpyrrolo[2,1-f][1,2,4]triazin-4-yl)-2-methylbenzyl)-1,2,4-oxadiazole-3-carboxamide trifluoroacetate FC(C(=O)O)(F)F.C(C)(C)(C)C1=NC(=NO1)C(=O)NCC1=C(C=C(C=C1)C1=NC=NN2C1=CC(=C2)C#C)C